C(C)(C)NCC(COC1=CC=C(C=C1)CCOC)O (isopropylamino)-3-(4-(2-methoxyethyl)phenoxy)propan-2-ol